2-((2S,4S)-2-((difluoromethoxy)methyl)-4-(4-(trifluoromethyl)phenoxy)pyrrolidin-1-yl)oxazole-5-carboxylic acid FC(OC[C@H]1N(C[C@H](C1)OC1=CC=C(C=C1)C(F)(F)F)C=1OC(=CN1)C(=O)O)F